2-((4-(3-(4-Chloro-2-fluorophenyl)chroman-8-yl)piperazin-1-yl)methyl)-3-(((S)-oxetan-2-yl)methyl)-3H-imidazo[4,5-b]pyridine-5-carboxylic acid ClC1=CC(=C(C=C1)C1COC2=C(C=CC=C2C1)N1CCN(CC1)CC1=NC=2C(=NC(=CC2)C(=O)O)N1C[C@H]1OCC1)F